ClC1=CN=C(C=2N1C=CN2)N2CCC1([C@@H]([C@@H](OC1)C)N)CC2 (3S,4S)-8-(5-chloroimidazo[1,2-a]pyrazin-8-yl)-3-methyl-2-oxa-8-azaspiro[4.5]decan-4-amine